3-chloro-5-(3-isopropyl-5-(1-((tetrahydrofuran-3-yl)methyl)azetidin-3-yl)-1H-indol-2-yl)-1,4-dimethylpyridin-2(1H)-one ClC=1C(N(C=C(C1C)C=1NC2=CC=C(C=C2C1C(C)C)C1CN(C1)CC1COCC1)C)=O